C(C(=C)C)(=O)ON1C(C(C(CC1)C)(C)C)(C)C pentamethyl-piperidinyl methacrylate